FC=1C(=C(C=O)C=C(C1)C1C(N(C(O1)=S)C1=CC(=CC=C1)N1CCCC1)=O)O 3-fluoro-2-hydroxy-5-(4-oxo-3-(3-(pyrrolidin-1-yl)phenyl)-2-thioxooxazolidin-5-yl)benzaldehyde